ClC1=NC(=C2N=CN(C2=N1)[C@H]1C[C@H](O)[C@H](O1)CO)N 2-chloro-9-(2-deoxy-β-D-arabinofuranosyl)adenine